O=C1C2(CCN(C2)C(=O)OC(C)(C)C)CC=CC(N1)=O tert-Butyl 6,8-dioxo-2,7-diazaspiro[4.6]undec-9-ene-2-carboxylate